COC=1C=C2C(=NN(C2=C2C1C=CC=C2)CCC2=CC=CC=C2)C 5-methoxy-3-methyl-1-phenethyl-1H-benzo[g]indazole